C(#N)C1=CC(=C(C=C1)C1=CC(=NC(=C1)OCC(F)F)NC(C=1C(N(C=C(C1)CNCC(C)C)C1CC1)=O)=O)C(=O)N1CC(C1)(F)F N-(4-{4-cyano-2-[(3,3-difluoro-1-azetidinyl)carbonyl]phenyl}-6-(2,2-difluoroethoxy)-2-pyridyl)-1-cyclopropyl-5-[(isobutylamino)methyl]-2-oxo-1,2-dihydronicotinamide